BrC=1C=C(C=CC1)C1(C2=CC=CC=C2C=2C=CC=CC12)C 9-(3-bromophenyl)-9-methyl-9H-fluorene